3-(1-BOC-2-(S)-pyrrolidinylmethoxy)pyridine C(=O)(OC(C)(C)C)N1[C@@H](CCC1)COC=1C=NC=CC1